N-[2-[6-(5-cyclopropyl-4H-1,2,4-triazol-3-yl)-2-azaspiro[3.3]heptane-2-carbonyl]-2-azaspiro[3.3]heptan-6-yl]-4-(trifluoromethyl)benzenesulfonamide C1(CC1)C=1NC(=NN1)C1CC2(CN(C2)C(=O)N2CC3(C2)CC(C3)NS(=O)(=O)C3=CC=C(C=C3)C(F)(F)F)C1